2,2-disec.Butoxyacetophenone C(C)(CC)OC(C(=O)C1=CC=CC=C1)OC(C)CC